C1(=CC=CC2=CC=CC=C12)C(\C=C\C1(CC1)N1C=C(C2=CC=CC=C12)[N+](=O)[O-])=O (E)-1-(naphthalen-1-yl)-3-(1-(3-nitro-1H-indol-1-yl)cyclopropyl)prop-2-en-1-one